1-aminononan NCCCCCCCCC